2-cyclohexyloxirane C1(CCCCC1)C1OC1